bis[(3,4-epoxycyclohexyl)methyl]adipate C1(CC2C(CC1)O2)COC(CCCCC(=O)OCC2CC1C(CC2)O1)=O